isocyanatopropylsulfide N(=C=O)CCCSCCCN=C=O